C[C@@H]1CN=C2N1C1=CC=C(C=C1C(N2CC=2C=NN(C2)C)=O)S(=O)(=O)NC2(COC2)C (R)-1-methyl-4-((1-methyl-1H-pyrazol-4-yl)methyl)-N-(3-methyloxetan-3-yl)-5-oxo-1,2,4,5-tetrahydroimidazo[1,2-a]quinazoline-7-sulfonamide